5-(2-(2,5-difluorophenyl)pyrrolidin-1-yl)pyrazolo[1,5-a]pyrimidine-3-carboxylic acid FC1=C(C=C(C=C1)F)C1N(CCC1)C1=NC=2N(C=C1)N=CC2C(=O)O